C(C1=CC=CC=C1)OC(=O)N1CC(C1)=C 3-methyleneazetidine-1-carboxylic acid benzyl ester